FC1=CC=C(C=C1)C1=CC(=C(C=N1)C1(CCN(CC1)C(C=C)=O)O)C1=NN(C=C1)C 1-(4-(6-(4-fluorophenyl)-4-(1-methyl-1H-pyrazol-3-yl)pyridin-3-yl)-4-hydroxypiperidin-1-yl)prop-2-en-1-one